(2-aminopyridin-4-yl)methanol NC1=NC=CC(=C1)CO